N-(2,5-dimethyl-1-oxo-1,2,4,5-tetrahydropyrido[3,4-e][1,2,4]triazolo[4,3-a]pyrazin-6-yl)cyclopropanecarboxamide CN1N=C2N(C3=C(N(C2)C)C(=NC=C3)NC(=O)C3CC3)C1=O